C(CCCCCCC\C=C/C\C=C/CCCCC)OC(C(C)OCCCCCCCC\C=C/C\C=C/CCCCC)N(C)C 1,2-bis(linoleyloxy)-N,N-dimethylaminopropane